trihydroxy-3-(4-hydroxyphenyl)propiophenone OC(C(C(=O)C1=CC=CC=C1)(O)O)C1=CC=C(C=C1)O